N,N-diphenyl-guanidine C1(=CC=CC=C1)N(C(=N)N)C1=CC=CC=C1